1-(1-methyl-1-phenyl-ethyl)-4-(p-tolylsulfonyl)piperazine CC(C)(C1=CC=CC=C1)N1CCN(CC1)S(=O)(=O)C1=CC=C(C=C1)C